BrC1=C(C(=CC=C1)OC)O 2-bromo-6-methoxyphenol